6-(4-fluorophenoxy)-8-phenylpyrido[3,2-d]pyrimidine-2,4(1H,3H)-dione FC1=CC=C(OC=2C=C(C=3NC(NC(C3N2)=O)=O)C2=CC=CC=C2)C=C1